(1R)-camphor oxime [C@]12(C(CC(CC1)C2(C)C)=NO)C